1-(4-(3-((4-amino-7-methyl-5-(3-methyl-4-phenoxyphenyl)-7H-pyrrolo[2,3-d]pyrimidin-6-yl)ethynyl)azetidin-1-yl)piperidin-1-yl)prop-2-en-1-one NC=1C2=C(N=CN1)N(C(=C2C2=CC(=C(C=C2)OC2=CC=CC=C2)C)C#CC2CN(C2)C2CCN(CC2)C(C=C)=O)C